(3,3-difluoro-1-piperidinyl)(3-(2-methyl-2H-pyrazolo[3,4-b]pyridin-5-yl)pyrido[3,4-b]pyrazin-7-yl)methanone FC1(CN(CCC1)C(=O)C1=CC=2C(=NC(=CN2)C2=CC=3C(N=C2)=NN(C3)C)C=N1)F